5-bromo-2,6-dimethyl-2H-pyrazolo[3,4-b]pyridine BrC1=CC=2C(N=C1C)=NN(C2)C